1-Bromo-3-methyladamantane BrC12CC3(CC(CC(C1)C3)C2)C